FC1=C(C=CC=C1)C1=NC=CC(=C1N)S(=O)(=O)C (2-fluorophenyl)-4-methanesulfonylpyridin-3-amine